6-(4-fluorophenyl)-5-((1-((5-methylisoxazol-3-yl)methyl)azetidin-3-yl)oxy)isoindolin-1-one FC1=CC=C(C=C1)C1=C(C=C2CNC(C2=C1)=O)OC1CN(C1)CC1=NOC(=C1)C